NC1=CC=CC(=N1)S(=O)(=O)NC(=O)C=1C(=NC(=CC1)C1CC(CC(C1)=O)(C)C)OC1=C(C=C(C=C1C)C)C N-[(6-Amino-2-pyridyl)sulfonyl]-6-(3,3-dimethyl-5-oxo-cyclohexyl)-2-(2,4,6-trimethylphenoxy)pyridin-3-carboxamid